N1C=C(C2=CC=CC=C12)C[C@@H](C)N[C@H](C)C1=CC=CC=C1 (R)-1-(1H-indoL-3-yl)-N-((R)-1-phenylethyl)-propan-2-amine